CN(CCC=1C(=C(C=C(C1NC)[N+](=O)[O-])N)OC)C (2-(dimethylamino)ethyl)-2-methoxy-N4-methyl-5-nitrobenzene-1,4-diamine